1-((1S,3S)-1-(4-(((3R,5R,7R)-adamantan-1-yl)amino)phenyl)-3-butyl-7-methoxy-3,4-dihydroisoquinolin-2(1H)-yl)prop-2-yn-1-one C12(CC3CC(CC(C1)C3)C2)NC2=CC=C(C=C2)[C@@H]2N([C@H](CC3=CC=C(C=C23)OC)CCCC)C(C#C)=O